N-[2-(4-bromophenyl)-2-oxoethyl]acetamide BrC1=CC=C(C=C1)C(CNC(C)=O)=O